FC(CP(O)(=O)CC[C@H]1OC([C@H]([C@H]([C@@H]1O)O)O)OC1=CC=C(C=C1)OC)(F)F (2,2,2-trifluoroethyl)(2-((2R,3S,4S,5S)-3,4,5-trihydroxy-6-(4-methoxyphenoxy)tetrahydro-2H-pyran-2-yl)ethyl)phosphinic acid